BrC=1C=C(CC2=NNC(C3=CC=C(C=C23)C)=O)C=CC1F 4-(3-bromo-4-fluorobenzyl)-6-methylphthalazin-1(2H)-one